NC1=NC=CC=C1C1=NC=2C(=NC(=CC2)C2=CC=CC=C2)N1C1=CC=C(CN(C2CCC(CC2)C(=O)O)CC(F)(F)F)C=C1 4-((4-(2-(2-aminopyridin-3-yl)-5-phenyl-3H-imidazo[4,5-b]pyridin-3-yl)benzyl)(2,2,2-trifluoroethyl)amino)cyclohexane-1-carboxylic acid